5-chloro-2-(1H-tetrazol-1-yl)benzonitrile ClC=1C=CC(=C(C#N)C1)N1N=NN=C1